FC1=C(C=CC2=C1N=CS2)N 4-fluorobenzo[d]thiazol-5-amine